(S)-2-((5-cyclopropylpyrimidin-2-yl)amino)-4-((2-((5-fluoropyridin-3-yl)oxy)ethyl)(4-(5,6,7,8-tetrahydro-1,8-naphthyridin-2-yl)butyl)amino)butanoic acid C1(CC1)C=1C=NC(=NC1)N[C@H](C(=O)O)CCN(CCCCC1=NC=2NCCCC2C=C1)CCOC=1C=NC=C(C1)F